FC1=CC=C(OC=2N=CC(=NC2)C(C(=O)N)(C)C2C[C@@H](CCC2)C2=CNC(C=C2)=O)C=C1 (5-(4-fluorophenoxy)pyrazin-2-yl)-2-((3R)-3-(6-oxo-1,6-dihydropyridin-3-yl)cyclohexyl)propanamide